C(CC\C=C/CC\C=C\CCC)O (4Z,8E)-dodecane-4,8-dien-1-ol